FC(C1=NN=C(O1)C1=CC=C(CN(S(=O)(=O)C)C=2C=NC=NC2)C=C1)F N-(4-(5-(difluoromethyl)-1,3,4-oxadiazol-2-yl)benzyl)-N-(pyrimidin-5-yl)methanesulfonamide